5-fluoro-3-[(3-methoxyphenyl)methyl]-6-(1H-pyrazol-4-yl)quinazolin-4-one FC1=C2C(N(C=NC2=CC=C1C=1C=NNC1)CC1=CC(=CC=C1)OC)=O